3-{5-[(2-amino-2,4-dimethylpentyl)oxy]-6-(difluoromethyl)pyridin-2-yl}-5-methyl-1H-pyrrolo[2,3-b]pyridine-1-carboxylic acid tert-butyl ester C(C)(C)(C)OC(=O)N1C=C(C=2C1=NC=C(C2)C)C2=NC(=C(C=C2)OCC(CC(C)C)(C)N)C(F)F